1,3-benzodioxol-4-ylmethyl-[[2-(1-piperidyl)-3-pyridyl]methyl]ammonium chloride [Cl-].O1COC2=C1C=CC=C2C[NH2+]CC=2C(=NC=CC2)N2CCCCC2